3-((4-methoxy)benzyl)-N,N-dimethylaniline COC1=CC=C(CC=2C=C(N(C)C)C=CC2)C=C1